COC1=C(C=C2C(=NC=NC2=C1)NC1=C(C=CC(=C1)C1=CSC(=C1)C)OC)OC1CN(C1)C(C=C)=O 1-(3-((7-methoxy-4-((2-methoxy-5-(5-methylthiophen-3-yl)phenyl)amino)quinazolin-6-yl)oxy)azetidine-1-yl)prop-2-en-1-one